(3,4-dihydroisoquinoline-2(1H)-yl)(4-mercaptopyridin-3-yl)methanone C1N(CCC2=CC=CC=C12)C(=O)C=1C=NC=CC1S